isopentyl (methyl)acrylate CC(C(=O)OCCC(C)C)=C